C12C(C3CC(CC(C1)C3)C2)NCCNC(=O)C2=NN(C(=C2C)C2=CC=C(C=C2)Cl)C2=CC=C(C=C2)C(C)C N-(2-((1r,3r,5r,7r)-adamantan-2-ylamino)ethyl)-5-(4-chlorophenyl)-1-(4-isopropylphenyl)-4-methyl-1H-pyrazole-3-carboxamide